4-(3-(4-(2-(4-((1-(5-(3-ethylphenyl)pyrimidine-2-carbonyl)piperidin-4-yl)methyl)piperazin-1-yl)acetyl)piperazine-1-carbonyl)-4-fluorobenzyl)phthalazin-1(2H)-one C(C)C=1C=C(C=CC1)C=1C=NC(=NC1)C(=O)N1CCC(CC1)CN1CCN(CC1)CC(=O)N1CCN(CC1)C(=O)C=1C=C(CC2=NNC(C3=CC=CC=C23)=O)C=CC1F